iron sodium manganese phosphate P(=O)([O-])([O-])[O-].[Mn+2].[Na+].[Fe+2]